CC1=NC(=CC=C1N)C(F)(F)F 2-methyl-6-trifluoromethyl-3-aminopyridine